N1(CCC1)C(CN1N=CC2=NC=C(C=C21)C2=CC(=C(C(=C2)F)F)F)=O 1-(Azetidin-1-yl)-2-[6-(3,4,5-trifluorophenyl)pyrazolo[4,3-b]pyridin-1-yl]ethanone